3-cyano-N-{[3-(8-{[(3S,4R)-3-fluoro-1-methylpiperidin-4-yl]amino}-3-[(trifluoromethyl)sulfanyl]indolizin-2-yl)-1,2,4-oxadiazol-5-yl]methyl}-1H-indole-5-carboxamide C(#N)C1=CNC2=CC=C(C=C12)C(=O)NCC1=NC(=NO1)C=1C=C2C(=CC=CN2C1SC(F)(F)F)N[C@H]1[C@H](CN(CC1)C)F